6-(tert-Butoxycarbonyl)-N2-oleoyl-L-lysine C(C)(C)(C)OC(=O)C(CCC[C@H](NC(CCCCCCC\C=C/CCCCCCCC)=O)C(=O)O)N